C(C1=CC=CC=C1)CC(C)=O Benzyl-Acetone